C(C=C)(=O)OCCP(O)(O)=O (acryloyloxy)ethylphosphonic acid